O=C1C(=CC=2C(=NC=CN2)N1)C1CCN(CC1)C(=O)OC(C)(C)C tert-butyl 4-(6-oxo-5,6-dihydropyrido[2,3-b]pyrazin-7-yl)piperidine-1-carboxylate